C1(=C(C=CC=C1)N(C1=CC=2C(C3=CC=CC=C3C2C=C1)(C)C)C=1C=CC=C(C1)C1=CC(=CC(=C1)C(C)(C)C)C1=CC(=CC(=C1)C(C)(C)C)C(C)(C)C)C1=CC=CC=C1 N-(biphenyl-2-yl)-N-(3'',5',5''-tri-tert-butyl-1,1':3',1''-terphenyl-5-yl)-9,9-dimethyl-9H-fluoren-2-amine